7-Methyl-1,5,7-triazabicyclo[4.4.0]dec-5-eneOne CN1C2=NCCC(N2CCC1)=O